C(C)C1(C2CC3CC(CC1C3)C2)O 2-Ethyladamantan-2-ol